CC(C(=O)NCC=1C=CC(=C(C(=O)NC2=C3C=NN(C3=CC=C2)C2=CC(=NC=C2)C)C1)C(F)(F)F)(C)C 5-{[(2,2-Dimethylpropionyl)amino]methyl}-N-[1-(2-methylpyridin-4-yl)-1H-indazol-4-yl]-2-(trifluoromethyl)benzamide